FC=1C=C(C=CC1)NC(OCC)=O ethyl (3-fluorophenyl)carbamate